ClC=1C=C(C=C(C1)NS(=O)(=O)C)C=1SC(=CC1C(=O)N)C1=CC=CC=C1 (3-chloro-5-(methylsulfonylamino)phenyl)-5-phenylthiophene-3-carboxamide